N-(4-((3S,6S,12aS)-6-isobutyl-9-methoxy-1,4-dioxo-1,2,3,4,6,7,12,12a-octahydropyrazino[1',2':1,6]pyrido[3,4-b]indol-3-yl)butyl)cyclohexanecarboxamide C(C(C)C)[C@@H]1N2[C@@H](CC3=C1NC=1C=C(C=CC31)OC)C(N[C@H](C2=O)CCCCNC(=O)C2CCCCC2)=O